O1CCN(CC1)C1=NC=CC=C1CNC(CC)=O N-((2-morpholinopyridin-3-yl)methyl)propanamide